OC1CC(C)(C)C(=C(C1)C)\C=C\C(\C)=C\C=C\C(\C)=C\C=C\C=C(/C)\C=C\C=C(/C)\C=C\C1C(=C)C=CCC1(C)C 3-Hydroxy-3',4'-didehydro-β,γ-carotene